Methyl (2R,3R)-3-(acetylthio)-2-((tert-butoxycarbonyl)amino)butanoate C(C)(=O)S[C@@H]([C@@H](C(=O)OC)NC(=O)OC(C)(C)C)C